Allyl Hexenoate CCC/C=C/C(=O)OCC=C